cyclopentadienyl-propylcyclopentadienylruthenium(II) C1(C=CC=C1)C1(C=CC=C1)[Ru]CCC